2-[(4-{6-[(4-cyanobenzyl)oxy]-5-fluoropyridin-2-yl}piperidin-1-yl)methyl]-1-[(2S)-tetrahydrofuran-2-ylmethyl]-1H-benzimidazole-6-carboxylic acid C(#N)C1=CC=C(COC2=C(C=CC(=N2)C2CCN(CC2)CC2=NC3=C(N2C[C@H]2OCCC2)C=C(C=C3)C(=O)O)F)C=C1